C(C)(C)(C)OC(=O)N1[C@H]([C@@H](CC1)O)C (2S,3R)-3-hydroxy-2-methylpyrrolidin-1-carboxylic acid tert-butyl ester